CC(CCO)CCC=C(CCC=C(C)C)C 3,7,11-trimethyl-6,10-dodecadien-1-ol